(16alpha)-16,17-epoxypregna-1,4-diene-3,11,20-trione CC([C@@]12[C@@H](C[C@H]3[C@@H]4CCC5=CC(C=C[C@]5(C)[C@H]4C(C[C@]13C)=O)=O)O2)=O